BrC(C(=O)OC(C)(C)C)C[C@H](C)OC(F)F Tert-Butyl (4S)-2-bromo-4-(difluoromethoxy)pentanoate